chloro(dimethyl)(3-phenoxyphenyl)silane Cl[Si](C1=CC(=CC=C1)OC1=CC=CC=C1)(C)C